(3-(4-((6-(aminomethyl)-1H-indol-1-yl)methyl)-1H-imidazol-1-yl)propyl)carbamic acid tert-butyl ester C(C)(C)(C)OC(NCCCN1C=NC(=C1)CN1C=CC2=CC=C(C=C12)CN)=O